(2-methyl-2-azabicyclo[3.1.0]hexane-5-yl)methanol CN1C2CC2(CC1)CO